5-ethynylbenzo[d][1,3]dioxolane C(#C)C1=CC2=C(OCO2)C=C1